FC(OC=1C(=NC=C(C1)F)C1(C=C(C(C2(CC2)C1)=O)C#N)OC)F 7-[3-(difluorometh-oxy)-5-fluoropyridin-2-yl]-7-methoxy-4-oxospiro[2.5]oct-5-ene-5-carbonitrile